C1(=CC=CC=C1)[C@H](O)[C@@H]1CNC2=C(N1)N=CC=C2 (S)-phenyl-[(3S)-1,2,3,4-tetrahydropyrido[2,3-b]pyrazin-3-yl]methanol